2-amino-N-(2-cyclopropylethyl)-3-methyl-N-((5-(trifluoromethyl)-2-pyridinyl)methyl)-6-quinolinecarboxamide NC1=NC2=CC=C(C=C2C=C1C)C(=O)N(CC1=NC=C(C=C1)C(F)(F)F)CCC1CC1